N-(3-fluorophenyl)-2-[methyl(2-{4-[2-(pyrrolidin-1-yl)ethoxy]pyridin-2-yl}-5H,6H,7H-cyclopenta[d]pyrimidin-4-yl)amino]acetamide FC=1C=C(C=CC1)NC(CN(C=1C2=C(N=C(N1)C1=NC=CC(=C1)OCCN1CCCC1)CCC2)C)=O